2-amino-2-(hydroxymethyl)propane-1,3-diol (R)-3-(5-chloro-6-(1-(5-chloropyridin-2-yl)ethoxy)-2-oxobenzo[d]oxazol-3(2H)-yl)propanoate ClC=1C(=CC2=C(N(C(O2)=O)[C@@H](C(=O)OCC(CO)(CO)N)C)C1)OC(C)C1=NC=C(C=C1)Cl